N-[(3S)-1-[3-(4-amino-7-methyl-5-{4-[(6-methylpyridin-2-yl)oxy]phenyl}-7H-pyrrolo[2,3-d]pyrimidin-6-yl)phenyl]pyrrolidin-3-yl]prop-2-enamide NC=1C2=C(N=CN1)N(C(=C2C2=CC=C(C=C2)OC2=NC(=CC=C2)C)C=2C=C(C=CC2)N2C[C@H](CC2)NC(C=C)=O)C